(3R,7S)-9-((S*)-1-(6-cyclopropylpyridin-3-yl)ethyl)-2-(3,4-dichlorobenzoyl)-N,3-dimethyl-10-oxo-1,2,3,4,7,8,9,10-octahydropyrido[4',3':3,4]pyrazolo[1,5-a]pyrazine-7-carboxamide C1(CC1)C1=CC=C(C=N1)[C@H](C)N1C(C=2N([C@@H](C1)C(=O)NC)N=C1C2CN([C@@H](C1)C)C(C1=CC(=C(C=C1)Cl)Cl)=O)=O |o1:9|